ClC1=CC(=CC=2N(N=NC21)CC2=CC=C(C=C2)C2=NOC(=N2)C(F)(F)F)C(F)(F)F 3-[4-[[4-chloro-6-(trifluoromethyl)benzotriazol-1-yl]methyl]phenyl]-5-(trifluoromethyl)-1,2,4-oxadiazole